[Si](C)(C)(C(C)(C)C)OC(C(F)(F)F)C=1C(=C(C#N)C(=CC1)F)OC 3-(1-((Tert-butyldimethylsilyl)oxy)-2,2,2-trifluoroethyl)-6-fluoro-2-methoxybenzonitrile